O=C1N(C(=NC2=NC=CN=C12)SCC(=O)NC=1SC=CN1)CCC1=CC(=CC=C1)C(F)(F)F 2-((4-Oxo-3-(3-(trifluoromethyl)phenethyl)-3,4-dihydropteridin-2-yl)thio)-N-(thiazol-2-yl)acetamide